C(C)(C)(C)OC(=O)N[C@H](C(=O)O)CC1=CC(=C(C=C1)C=O)O (S)-2-((tert-butoxycarbonyl)amino)-3-(4-formyl-3-hydroxyphenyl)propanoic acid